FC1=C(C=C(C=C1)F)[C@@H]1[C@H](NC(O1)=O)C=1C=NC=C(C1)C#CC1=CC=CC=C1 (4R,5R)-5-(2,5-difluorophenyl)-4-(5-(phenylethynyl)-3-pyridinyl)-1,3-oxazolidin-2-one